4-methoxy-N-(tert-pentyl)aniline COC1=CC=C(NC(C)(C)CC)C=C1